NC=1C(=C(C=C2C=C(N=CC12)NC(=O)C1[C@H]2COC[C@@H]12)C=1C=NC=C(C1C)N)F (1R,5S,6r)-N-(8-amino-6-(5-amino-4-methylpyridin-3-yl)-7-fluoroisoquinolin-3-yl)-3-oxabicyclo[3.1.0]hexane-6-carboxamide